oxazol-3-ium tetrafluoroborate F[B-](F)(F)F.O1C=[NH+]C=C1